ISOCHINOLINSULFONYLCHLORID C1(=NC=CC2=CC=CC=C12)S(=O)(=O)Cl